Triaconta-14,17-dienoic acid C(CCCCCCCCCCCCC=CCC=CCCCCCCCCCCCC)(=O)O